COC1CC(C1)(C(=O)N1C(CCC1)C(=O)N)C1=CC=C(C=C1)OC(F)(F)F 1-[3-methoxy-1-[4-(trifluoromethoxy)phenyl]cyclobutanecarbonyl]pyrrolidine-2-carboxamide